ClC=1C=C(C=CC1[C@H](CC(C)(C)C)C)[C@@]1(NC(N(C=C1C(C)C)CCC(=O)O)=O)C 3-{(S)-4-[3-chloro-4-((S)-1,3,3-trimethyl-butyl)-phenyl]-5-isopropyl-4-methyl-2-oxo-3,4-dihydro-2H-pyrimidin-1-yl}-propionic acid